(1r,4r)-4-aminocyclohexanecarboxylic acid methyl ester hydrochloride Cl.COC(=O)C1CCC(CC1)N